C(C)(C)(C)OC(CC1(CCN(CC1)C1=C(C=C(C(=C1)OC)NC1C(NC(CC1)=O)=O)F)O)=O.OC1=CC=C(C=C1)C(C=CC=1SC=CC1)=O 1-(4-hydroxyphenyl)-3-(thiophen-2-yl)prop-2-en-1-one tert-butyl-2-[1-[4-[(2,6-dioxo-3-piperidyl)amino]-2-fluoro-5-methoxy-phenyl]-4-hydroxy-4-piperidyl]acetate